4-[4-(4-Methoxypyrazolo[1,5-a]pyridin-6-yl)-5-methyl-pyrazol-1-yl]piperidine-1-carboxylic acid tert-butyl ester C(C)(C)(C)OC(=O)N1CCC(CC1)N1N=CC(=C1C)C=1C=C(C=2N(C1)N=CC2)OC